5-phenyl-2-((phenylamino)methylene)cyclohexane-1,3-dione C1(=CC=CC=C1)C1CC(C(C(C1)=O)=CNC1=CC=CC=C1)=O